3-ethyl-3-(4-hydroxybutyloxymethyl)-oxetane C(C)C1(COC1)COCCCCO